CC/C=C\\CC/C=C/C=O The molecule is an enal that is (2E,6Z)-nona-2,6-diene substituted by an oxo group at position 1. It has a role as a plant metabolite. It is an enal and a trans-2,3-unsaturated fatty aldehyde.